pyridinyl-(pyridinol) N1=C(C=CC=C1)C=1C(=NC=CC1)O